C(C)C=1C(NC=2C=C(C=NC2C1)CN1CCN(CC1)C1=CC(=C(C(=O)NC([2H])([2H])[2H])C=C1)F)=O 4-(4-((7-ethyl-6-oxo-5,6-dihydro-1,5-naphthyridin-3-yl)methyl)piperazin-1-yl)-2-fluoro-N-(methyl-d3)benzamide